ethyl 6-(4-methoxyphenyl)-1-(2-morpholinylethyl)-2-oxo-1,2-dihydroquinoline-3-carboxylate COC1=CC=C(C=C1)C=1C=C2C=C(C(N(C2=CC1)CCN1CCOCC1)=O)C(=O)OCC